5-(2-(piperidin-4-ylethynyl)pyrimidin-4-yl)-1-(tetrahydro-2H-pyran-4-yl)pyridin-2(1H)-one N1CCC(CC1)C#CC1=NC=CC(=N1)C=1C=CC(N(C1)C1CCOCC1)=O